O1CC[C@@H](CCC1)O |r| racemic-oxepan-4-ol